C(C1=CC=CC=C1)N1CCN(CCN(CC1)CC=1C(=C(C=C(C1)C)CNCP(O)(O)=O)O)CC=1C(=C(C=C(C1)C)CNCP(O)(O)=O)O {(7-benzyl-1,4,7-triazonane-1,4-diyl)bis[methylene(2-hydroxy-5-methyl-3,1-phenylene)methyleneazanediylmethylene]}bis(phosphonic acid)